FC1(CCN(CCC1)C1=NC2=CC(=CC=C2C=C1C(=O)NC1=CC(=NC=C1)S(=O)(=N)C)F)F 2-(4,4-difluoro-azepan-1-yl)-7-fluoro-N-(2-(S-methylsulfonimidoyl)pyridin-4-yl)quinoline-3-carboxamide